1-[(2,4-dichlorophenyl)methyl]-N-(thiadiazol-5-yl)indazole-3-carboxamide ClC1=C(C=CC(=C1)Cl)CN1N=C(C2=CC=CC=C12)C(=O)NC1=CN=NS1